N1C(=CC=C1)C(=O)OCC ethyl 1h-pyrrole-2-carboxylate